COC1=CC=C(COCC(C=O)(C)C)C=C1 3-((4-Methoxybenzyl)oxy)-2,2-dimethylpropionaldehyde